2-amino-5-(4-((1R,5S)-3-(1,1-dioxidotetrahydro-2H-thiopyran-4-yl)-3-azabicyclo[3.1.0]hex-1-yl)phenyl)-N-((1R,4R)-4-hydroxycyclohexyl)nicotinamide NC1=C(C(=O)NC2CCC(CC2)O)C=C(C=N1)C1=CC=C(C=C1)[C@@]12CN(C[C@H]2C1)C1CCS(CC1)(=O)=O